C(C)C=1C(NC=2C=C(C=NC2C1)CN1CCN(C2CC12)C=1C=CC(=NC1)C(=O)NC)=C=O 5-(5-((7-ethyl-6-carbonyl-5,6-dihydro-1,5-naphthyridin-3-yl)methyl)-2,5-diazabicyclo[4.1.0]heptan-2-yl)-N-methylpicolinamide